FC=1C=C(C=C(C1)F)C=1C(=C(C=CC1)C[C@@H]1NCC2(CC2)[C@@H]1NS(=O)(=O)C(F)F)F N-[(6S,7S)-6-[[3-(3,5-difluorophenyl)-2-fluoro-phenyl]methyl]-5-azaspiro[2.4]heptan-7-yl]-1,1-difluoromethanesulfonamide